N-(2-bromo-5-(trifluoromethyl)benzylidene)-2-methylpropane-2-sulfinamide BrC1=C(C=NS(=O)C(C)(C)C)C=C(C=C1)C(F)(F)F